OC[C@H]1O[C@@]2([C@@H](CCO2)NC2=CC=CC=C2)[C@@H]([C@H]([C@H]1O)N1N=NC(=C1)C1=CC(=C(C(=C1)F)F)F)O (4r,5s,7r,8r,9s,10r)-7-(hydroxymethyl)-4-(phenylamino)-9-(4-(3,4,5-trifluorophenyl)-1H-1,2,3-triazol-1-yl)-1,6-dioxaspiro[4.5]decan-8,10-diol